BrC(C(=O)NC=1C=C2C(=NC=NC2=CC1OC)C=1C(=NN(C1)C)C1=CC=CC=C1)=C 2-bromo-N-(7-methoxy-4-(1-methyl-3-phenyl-1H-pyrazol-4-yl)quinazolin-6-yl)acrylamide